4-(1-methylcyclopropoxy)-1,2,5-oxadiazole-3-carboxamide CC1(CC1)OC=1C(=NON1)C(=O)N